8-chloro-6-(2-(4-methylpiperazin-1-yl)ethoxy)-N-(4-(trifluoromethyl)pyridin-2-yl)quinolin-2-amine ClC=1C=C(C=C2C=CC(=NC12)NC1=NC=CC(=C1)C(F)(F)F)OCCN1CCN(CC1)C